tert-butyl N-[(1R)-1-[4-tert-butyl-2-(1,3-dioxolan-2-yl)benzoyl]-3,3-dimethyl-butyl]carbamate C(C)(C)(C)C1=CC(=C(C(=O)[C@@H](CC(C)(C)C)NC(OC(C)(C)C)=O)C=C1)C1OCCO1